NC1=C(C=CC=C1)C1=NC(=NN1)CNC(C1=C(C=CC=C1)OC(F)(F)F)=O N-((5-(2-aminophenyl)-1H-1,2,4-triazol-3-yl)methyl)-2-(trifluoromethoxy)benzamide